C(#N)CC1=CC=C(C=C1)NC(=O)[C@H]1[C@@H](CC[C@H](C1)C)C(C)C (1R,2S,5R)-N-(4-(cyanomethyl)phenyl)-2-isopropyl-5-methylcyclohexane-carboxamide